CC1=CC=C(C=C1)S(=O)(=O)OC1=C(C=CC=C1)NC(=O)NC1=C(C=CC=C1)OS(=O)(=O)CC1=CC=C(C=C1)OC N-[2-(p-toluenesulfonyloxy)phenyl]-N'-[2-(p-methoxybenzylsulfonyloxy)phenyl]urea